3-(5-((8-benzhydryl-3,8-diazabicyclo[3.2.1]oct-3-yl)methyl)-7-fluoro-1-oxoisoindolin-2-yl)piperidine-2,6-dione C(C1=CC=CC=C1)(C1=CC=CC=C1)N1C2CN(CC1CC2)CC=2C=C1CN(C(C1=C(C2)F)=O)C2C(NC(CC2)=O)=O